3-oxopentadecanoic acid O=C(CC(=O)O)CCCCCCCCCCCC